tert-butyl (3-((3-(9-(2,6-dioxopiperidin-3-yl)-9H-pyrido[2,3-b]indol-6-yl)prop-2-yn-1-yl)oxy)propyl)(methyl)carbamate O=C1NC(CCC1N1C2=C(C3=CC(=CC=C13)C#CCOCCCN(C(OC(C)(C)C)=O)C)C=CC=N2)=O